methyl 2-((3S,4S)-1-(1-(4-chloro-3-fluorophenyl)-3,3-dimethyl-2,3-dihydro-1H-pyrrolo[3,2-b]pyridine-5-carbonyl)-3-methoxypiperidin-4-yl)acetate ClC1=C(C=C(C=C1)N1CC(C2=NC(=CC=C21)C(=O)N2C[C@H]([C@@H](CC2)CC(=O)OC)OC)(C)C)F